3-(2,8-dimethylimidazo[1,2-b]pyridazin-6-yl)-5-fluoro-7-(piperidin-4-yl)benzo[e][1,2,4]triazine hydrochloride Cl.CC=1N=C2N(N=C(C=C2C)C=2N=NC3=C(N2)C(=CC(=C3)C3CCNCC3)F)C1